(S)-8-chloro-6-(((3-fluoroquinolin-5-yl)(1-(1-(trifluoromethyl)cyclopropyl)-1H-1,2,3-triazol-4-yl)methyl)amino)-4-(neopentylamino)quinoline-3-carbonitrile ClC=1C=C(C=C2C(=C(C=NC12)C#N)NCC(C)(C)C)N[C@H](C=1N=NN(C1)C1(CC1)C(F)(F)F)C1=C2C=C(C=NC2=CC=C1)F